ClC1=CC=2C3=C(C(=NC2C(=C1C1=C(C(=CC=C1)C)C(F)(F)F)F)N1CC(C1)N(C)C)C=NN3[C@@H]3C[C@H](NCC3)CC#N 2-((2S,4S)-4-(8-chloro-4-(3-(dimethylamino)azetidin-1-yl)-6-fluoro-7-(3-methyl-2-(trifluoromethyl)phenyl)-1H-pyrazolo[4,3-c]quinolin-1-yl)piperidin-2-yl)acetonitrile